N-(3-Cyano-4-fluorophenyl)-4-(5-hydroxy-5-(3-(trifluoromethyl)-1H-pyrazol-4-yl)octahydropentalen-2-yl)-1-methyl-1H-imidazole-5-carboxamide C(#N)C=1C=C(C=CC1F)NC(=O)C1=C(N=CN1C)C1CC2CC(CC2C1)(C=1C(=NNC1)C(F)(F)F)O